N-[2-[(3S)-3-aminopyrrolidin-1-yl]-2-oxo-ethyl]-2-chloro-4-[[3-[1-(cyanomethyl)-3-(trifluoromethyl)pyrazol-4-yl]imidazo[1,2-a]pyrazin-8-yl]amino]benzamide formate C(=O)O.N[C@@H]1CN(CC1)C(CNC(C1=C(C=C(C=C1)NC=1C=2N(C=CN1)C(=CN2)C=2C(=NN(C2)CC#N)C(F)(F)F)Cl)=O)=O